1-(4-amino-5-chloro-2-hydroxy-3-nitrophenyl)ethan-1-one NC1=C(C(=C(C=C1Cl)C(C)=O)O)[N+](=O)[O-]